C(C)(=O)O.C(CCC)N1CN(C=C1)C 1-butyl-3-methylimidazol acetate